C1(=CC=CC=C1)C1=NN(C(S1)=O)CC1=CC=C(C=C1)C1=NOC(=N1)C(F)(F)F 5-phenyl-3-[[4-[5-(trifluoromethyl)-1,2,4-oxadiazol-3-yl]phenyl]methyl]-1,3,4-thiadiazol-2-one